3,4-dimethyl-isoxazole-5-carboxylic acid CC1=NOC(=C1C)C(=O)O